3-((S)-3-((R)-8-(1H-pyrrolo[3,2-b]pyridin-6-ylsulfonyl)-1-oxa-8-azaspiro[4.5]decan-3-ylamino)-2-hydroxypropoxy)-N-(2-hydroxyethyl)benzenesulfonamide N1C=CC2=NC=C(C=C21)S(=O)(=O)N2CCC1(C[C@H](CO1)NC[C@@H](COC=1C=C(C=CC1)S(=O)(=O)NCCO)O)CC2